OC1=C(C=C(C(=C1)O)C(C)C)N(C(C1=CC=C(C=C1)F)=O)C N-(2,4-dihydroxy-5-isopropylphenyl)-4-fluoro-N-methylbenzamide